methyl-trihydroxyethyl-methyl-ammonium sulfate S(=O)(=O)([O-])[O-].C[NH+](C)CC(O)(O)O.C[NH+](CC(O)(O)O)C